N1C=CC2=CC=C(C=C12)C(=O)[O-] Indole-6-carboxylate